1-(5-bromo-2-methoxy-4-methyl-3-pyridinyl)prop-2-en-1-one BrC=1C(=C(C(=NC1)OC)C(C=C)=O)C